9-Hexadecen CCCCCCCCC=CCCCCCC